(S)-2-amino-4-(1-benzyl-5-oxo-1,5-dihydro-4H-1,2,4-triazol-4-yl)butanoic acid N[C@H](C(=O)O)CCN1C=NN(C1=O)CC1=CC=CC=C1